(S)-N-(1-cyanoethyl)-4-(2-((1-cyclopropyl-1H-pyrazol-4-yl)amino)-5-fluoropyrimidin-4-yl)-2-fluorobenzamide C(#N)[C@H](C)NC(C1=C(C=C(C=C1)C1=NC(=NC=C1F)NC=1C=NN(C1)C1CC1)F)=O